N,N'-bis(2-hydroxyethyl)urea OCCNC(=O)NCCO